methyl (2S)-2-[5-bromo-6-(4-fluorophenyl)pyrrolo[2,1-f][1,2,4]triazin-4-yl]oxy-3-[2-(cyclopropylmethoxy)phenyl]propanoate BrC=1C(=CN2N=CN=C(C21)O[C@H](C(=O)OC)CC2=C(C=CC=C2)OCC2CC2)C2=CC=C(C=C2)F